5-(4-methoxyphenyl)-2-((phenylhexenyl)methyl)-3,4-dihydro-2H-pyrrole COC1=CC=C(C=C1)C=1CCC(N1)CC=CCCCCC1=CC=CC=C1